[Cl-].CC1=CN(C=C1)CCCC 3-methyl-1-butyl-pyrrole chloride salt